1,4-bis(4-(1H-tetrazole-5-yl)phenyl)naphthalene N1N=NN=C1C1=CC=C(C=C1)C1=CC=C(C2=CC=CC=C12)C1=CC=C(C=C1)C1=NN=NN1